trifluoroacrylamide FC(=C(C(=O)N)F)F